3-bromo-1-(3,5-dichloro-2-pyridyl)-1H-pyrazole BrC1=NN(C=C1)C1=NC=C(C=C1Cl)Cl